CS(=O)(=O)NC=1C=C(C=C(C1)C)NC(=O)C=1SC=C(C1)C1=CC=CC=C1 N-(3-methanesulfonamido-5-methylphenyl)-4-phenylthiophene-2-carboxamide